BrC1=C(C2=C(N(C(=N2)CCl)C[C@H]2OCC2)C=C1)F (S)-5-bromo-2-(chloromethyl)-4-fluoro-1-(oxetan-2-ylmethyl)-1H-benzo[d]imidazole